CN(C(C(F)(F)F)=O)C1=CC=CC=C1 N-methyl-N-phenyltrifluoroacetamide